FC=1C=C(C=CC1F)[C@H]1[C@@H](C1)N trans-(1R,2S)-2-(3,4-difluorophenyl)cyclopropylamine